N-(2-(1-(2-(2-((2-(2,6-dioxopiperidin-3-yl)-1,3-dioxoisoindole-5-yl)oxy)ethoxy)ethyl)piperidin-4-yl)-6-methoxy-2H-indazol-5-yl)-6-(trifluoromethyl)picolinamide O=C1NC(CCC1N1C(C2=CC=C(C=C2C1=O)OCCOCCN1CCC(CC1)N1N=C2C=C(C(=CC2=C1)NC(C1=NC(=CC=C1)C(F)(F)F)=O)OC)=O)=O